FC=1C(=NC(=NC1)NC=1C=NN(C1)C)N1C[C@@]2([C@](C1)(CN(C2)C=O)C)C ((3ar,6as)-5-(5-fluoro-2-((1-methyl-1H-pyrazol-4-yl)amino)pyrimidin-4-yl)-3a,6a-dimethylhexahydropyrrolo[3,4-c]pyrrol-2(1H)-yl)methanone